C(C(=C)C)(=O)OC(COC1=CC(=C(C=C1)N1N=C2C(=N1)C=CC(=C2)Cl)O)COCC 1-(4-(5-chloro-2H-benzo[d][1,2,3]triazol-2-yl)-3-hydroxyphenoxy)-3-ethoxypropan-2-yl methacrylate